(1r,4r)-4-(9a-((4-fluorophenyl)sulfonyl)-3-(perfluoropropan-2-yl)-6,6a,7,8,9,9a-hexahydro-5H-pyrrolo[2,3-H]quinoline-7-carbonyl)cyclohexane-1-carboxylic acid FC1=CC=C(C=C1)S(=O)(=O)C12C(CCC=3C=C(C=NC13)C(C(F)(F)F)(C(F)(F)F)F)N(CC2)C(=O)C2CCC(CC2)C(=O)O